CN1C=2N(C(C3N=CNC13)=O)C=C(N2)C 4,6-dimethyl-3,3a,4,9a-tetrahydro-9H-imidazo[1,2-a]purin-9-one